(2s,4s)-2-(4-(4-Cyclopropoxyphenyl)piperidine-1-carbonyl)-7-oxa-5-azaspiro[3.4]Octane-6-one C1(CC1)OC1=CC=C(C=C1)C1CCN(CC1)C(=O)C1CC2(C1)NC(OC2)=O